C(C)(C)(C)N1N=C(C(=C1C)O)C1=CC(=CC(=C1)C)C 1-(tert-Butyl)-3-(3,5-dimethylphenyl)-5-methyl-pyrazol-4-ol